C(C1=CC=CC=C1)(C1=CC=CC=C1)C=1NC=CN1 benzhydryl-imidazole